bis(8-hydroxyoctyl) 2-((tert-butyldiphenylsilyl)oxy)succinate [Si](C1=CC=CC=C1)(C1=CC=CC=C1)(C(C)(C)C)OC(C(=O)OCCCCCCCCO)CC(=O)OCCCCCCCCO